C=1C2=C(OC3(C1)OC1=C(C=C3)C=CC=C1)C=CC1=CC=CC=C12 spiro[2H-1-benzopyran-2,3'[3H]-naphtho[2,1-b]pyran]